Potassium 2-(1-hydroxyethyl)-4-phenoxybenzoate OC(C)C1=C(C(=O)[O-])C=CC(=C1)OC1=CC=CC=C1.[K+]